Pentaerythritol triazide [N-]=[N+]=[N-].[N-]=[N+]=[N-].[N-]=[N+]=[N-].OCC(CO)(CO)CO